[5-(AZEPAN-1-YLMETHYL)-2-METHOXYPHENYL]BORANEDIOL N1(CCCCCC1)CC=1C=CC(=C(C1)B(O)O)OC